N1(C=CC2=CC=CC=C12)CCC(C=C)=C 1-(N-indolyl)-3-methylenepent-4-ene